2-(3-bromo-2,6-difluorophenyl)-2-hydroxy-N-(piperidin-4-yl)acetamide BrC=1C(=C(C(=CC1)F)C(C(=O)NC1CCNCC1)O)F